2-[[methoxy(phenyl)methyl]-1H-benzimidazol-5-yl]acetamide COC(C1=CC=CC=C1)N1C=NC2=C1C=CC(=C2)CC(=O)N